FC=1C=NN(C1)C1=CC=C(C=N1)[C@H](C)N (S)-1-(6-(4-fluoro-1H-pyrazol-1-yl)pyridin-3-yl)ethan-1-amine